C(C)(C)C=1C(=CC2=C(N(C(N2)=O)C2CCC(CC2)NCCC)C1)C=1C=C(C=2N(C1)N=CN2)OC 6-isopropyl-5-(8-methoxy-[1,2,4]triazolo[1,5-a]pyridin-6-yl)-1-((1s,4s)-4-(propylamino)cyclohexyl)-1,3-dihydro-2H-benzo[d]imidazol-2-one